ClC1=C2CN(C(C2=CC(=C1)CNC1(CCC1)C)=O)C1=CC(=CC=C1)C1(CC(C1)(F)F)CC1=NN=CN1C 4-chloro-2-(3-(3,3-difluoro-1-((4-methyl-4H-1,2,4-triazol-3-yl)methyl)cyclobutyl)-phenyl)-6-(((1-methylcyclobutyl)amino)methyl)isoindolin-1-one